pentamethylcyclopentadienyl(1-methyl-6,6-diethyl-1,5,6,7-tetrahydro-s-indacenyl)hafnium CC1=C(C(=C(C1([Hf]C1(C=CC2=CC=3CC(CC3C=C12)(CC)CC)C)C)C)C)C